ClC1=NC2=CC=C(C(=C2C=C1C(=O)OCC)F)F ethyl 2-chloro-5,6-difluoroquinoline-3-carboxylate